(N-(2-(((4-(4-(3-bromo-4-fluorophenyl)-5-oxo-4,5-dihydro-1,2,4-oxadiazol-3-yl)-1,2,5-oxadiazol-3-yl)amino)oxy)ethyl)sulfonamide) carbamate C(N)(O)=O.BrC=1C=C(C=CC1F)N1C(=NOC1=O)C=1C(=NON1)NOCCNS(=O)=O